tridecyl-3,5-di-tert-butyl-4-hydroxybenzylthioacetate C(CCCCCCCCCCCC)OC(CCC1=CC(=C(C(=C1)C(C)(C)C)O)C(C)(C)C)=S